C(CCCCCCCCCCC)[N+](C)(C)CC dodecylethyldimethyl-ammonium